C(C)(C)(C)N[Si](C)(C)C N-t-butyltrimethylsilyl-amine